ClC=1C=NN(C(C1Cl)=O)CC(=O)NC=1C=NN(C1)C1=CC=CC=C1 2-(4,5-dichloro-6-oxopyridazin-1(6H)-yl)-N-(1-phenyl-1H-pyrazol-4-yl)acetamide